5-((6-bromo-3-isopropyl-3H-imidazo[4,5-c]pyridin-4-yl)amino)-4-fluoro-2-methylbenzoic acid BrC1=CC2=C(C(=N1)NC=1C(=CC(=C(C(=O)O)C1)C)F)N(C=N2)C(C)C